FC=1C(=NC(=NC1)N[C@@H]1C[C@H]2CO[C@@H]([C@H]1O)O2)C2=CC=C1C(C(=C(N(C1=C2)C(C)C)CN2C(OCC2)=O)C)=O 3-((7-(5-fluoro-2-(((1S,3R,4S,5R)-4-hydroxy-6,8-dioxabicyclo[3.2.1]octan-3-yl)amino)pyrimidin-4-yl)-1-isopropyl-3-methyl-4-oxo-1,4-dihydroquinolin-2-yl)methyl)oxazolidin-2-one